Calcium borate lanthanum [La+3].B([O-])([O-])[O-].[Ca+2]